OC1=C(C=C(C=C1)C)N(C(CNC1=NC(=CC(=C1)C(F)(F)F)CC=O)=O)C N-(2-hydroxy-5-methylphenyl)-N-methyl-2-((6-(2-oxoethyl)-4-(trifluoromethyl)pyridin-2-yl)amino)acetamide